3-(1-methyl-4-pentyn-1-yl)-1,2-dithiolane CC(CCC#C)C1SSCC1